(1S)-N-[(1S)-1-{5-[2-Methoxy-7-(1H-pyrazol-1-yl)chinolin-3-yl]-1H-imidazol-2-yl}-7-oxononyl]-6-methyl-6-azaspiro[2.5]octan-1-carboxamid COC1=NC2=CC(=CC=C2C=C1C1=CN=C(N1)[C@H](CCCCCC(CC)=O)NC(=O)[C@H]1CC12CCN(CC2)C)N2N=CC=C2